ClC(C(=O)OC)=C methyl alpha-chloroacrylate